C(C)(C)(C)N1N=C(C=C1)C(=O)NCC1=CC=C(C=C1)C1=NC(=CC=2N1C=CN2)C=2C=NN(C2)C 1-(tert-butyl)-N-(4-(7-(1-methyl-1H-pyrazol-4-yl)imidazo[1,2-c]pyrimidin-5-yl)benzyl)-1H-pyrazole-3-carboxamide